C1(=CC=CC=C1)CCNCC1=CC(=CC=C1)CN N-(2-phenylethyl)-1,3-bis(aminomethyl)benzene